FC(C1=C(C=C(C=C1)C(F)(F)F)B(O)O)(F)F (2,5-bis(trifluoromethyl)phenyl)boronic acid